CC=1C(=C(C=CC1O)C1=C(C(=C(C(=C1C)C)O)C)C)C hexamethylbiphenyl-4,4'-diol